3-[[4-[3-cycloprop-yl-5-isopropoxy-2-(2H-tetrazol-5-yl)-phenyl]piperazin-1-yl]methyl]pyridazine C1(CC1)C=1C(=C(C=C(C1)OC(C)C)N1CCN(CC1)CC=1N=NC=CC1)C=1N=NNN1